5-bromobenzo[d][1,2,3]diazaborinin-1(2H)-ol BrC1=CC=CC=2B(NN=CC21)O